7-cyclopentyl-N,N-dimethyl-2-[4-(2-piperazin-1-ylethoxy)anilino]pyrrolo[2,3-d]pyrimidine-6-carboxamide C1(CCCC1)N1C(=CC2=C1N=C(N=C2)NC2=CC=C(C=C2)OCCN2CCNCC2)C(=O)N(C)C